(3S,4R)-4-((6-(4-hydroxybenzo[b]thiophen-5-yl)-5-methyl-1,2,4-triazin-3-yl)amino)tetrahydrofuran-3-ol OC1=C(C=CC=2SC=CC21)C2=C(N=C(N=N2)N[C@H]2[C@@H](COC2)O)C